NC(C)(C)C1=CC(=NC=C1C1=C(C=C(C=C1)N1C(CCC1)=O)F)NC1=CC2=C(OC[C@H]3N2C(CC3)=O)N=C1 (S)-2-((4-(2-aminopropan-2-yl)-5-(2-fluoro-4-(2-oxopyrrolidin-1-yl)phenyl)pyridin-2-yl)amino)-6,6a,7,8-tetrahydro-9H-pyrido[2,3-b]pyrrolo[1,2-d][1,4]oxazin-9-one